CN(C1CC(C1)C(=O)NC=1C=NC=CC1C1=NN2C(C(NCC2)=O)=C1NC1=C(C(=CC=C1)F)OC)C (1r,3r)-3-(dimethylamino)-N-(4-[3-[(3-fluoro-2-methoxyphenyl)amino]-4-oxo-5H,6H,7H-pyrazolo[1,5-a]pyrazin-2-yl]pyridin-3-yl)cyclobutane-1-carboxamide